(4-bromo-3-{[(dimethylamino)methylidene]Sulfamoyl}phenyl)-2-(2-chlorophenyl)acetamide methyl-(S,E)-2-benzylidene-4-((1-methoxy-1-oxopropan-2-yl)amino)-4-oxobutanoate COC(/C(/CC(=O)N[C@H](C(=O)OC)C)=C/C1=CC=CC=C1)=O.BrC1=C(C=C(C=C1)C(C(=O)N)C1=C(C=CC=C1)Cl)S(N=CN(C)C)(=O)=O